((R)-1-((S)-2-((2,5-dichlorophenyl)sulfonylamino)-3-phenylpropionamido)-3-methylbutyl)boronic acid ClC1=C(C=C(C=C1)Cl)S(=O)(=O)N[C@H](C(=O)N[C@@H](CC(C)C)B(O)O)CC1=CC=CC=C1